OC(CCN1N(C(SCC1)=O)CCC1=CC=C(S1)C(=O)O)CC1=CC(=C(C=C1)C)C#CC1=CSC=C1 5-(2-(4-(3-Hydroxy-4-(4-methyl-3-(thiophen-3-ylethynyl)phenyl)butyl)-2-oxo-1,3,4-thiadiazinan-3-yl)ethyl)thiophene-2-carboxylic acid